BenzocyclohepteneN-acetamide C=1(C=CC=C2C1CC=CC=C2)CC(=O)N